2-(tert-butyl) 7-ethyl 2,6-diazaspiro[3.4]octane-2,7-dicarboxylate C1N(CC12CNC(C2)C(=O)OCC)C(=O)OC(C)(C)C